N1C(=NC2=C1C=CC=C2)C(N2C(C1=C(CC2)SC(=C1)C1=CC=C(C=C1)C1CCN(CC1)C)=O)C1=C(C=CC(=C1)F)OC 5-[1H-benzimidazol-2-yl-(5-fluoro-2-methoxy-phenyl)methyl]-2-[4-(1-methyl-4-piperidyl)phenyl]-6,7-dihydrothieno[3,2-c]pyridin-4-one